4-(2-(azetidin-1-yl)ethyl)naphthalen-2-ol N1(CCC1)CCC1=CC(=CC2=CC=CC=C12)O